Cl.NC\C=C(\CN1C(=NC2=C1C=CC=C2C=2C=C(C=CC2)S(=O)(=O)NC)C)/F (Z)-3-(1-(4-amino-2-fluoro-but-2-en-1-yl)-2-methyl-1H-benzo[d]imidazol-4-yl)-N-methylbenzenesulfonamide hydrochloride